2-([1,1'-biphenyl]-4-yl)-N-((4r,5s,7r,8r,9s,10r)-8,10-dihydroxy-7-(hydroxymethyl)-9-(4-(3,4,5-trifluorophenyl)-1H-1,2,3-triazol-1-yl)-1,6-dioxaspiro[4.5]dec-4-yl)acetamide C1(=CC=C(C=C1)CC(=O)N[C@@H]1CCO[C@]12O[C@@H]([C@@H]([C@@H]([C@H]2O)N2N=NC(=C2)C2=CC(=C(C(=C2)F)F)F)O)CO)C2=CC=CC=C2